4-[1-(4-bromophenyl)-4-piperidinyl]Piperazine-1-carboxylic acid tert-butyl ester C(C)(C)(C)OC(=O)N1CCN(CC1)C1CCN(CC1)C1=CC=C(C=C1)Br